ClC=1C(=CC(=NC1)C)NC1=NNC2=CC(=CC=C12)[C@@H]1C[C@@]12C(NC1=CC=C(C=C21)OC)=O (1r,2s)-2-{3-[(5-chloro-2-methylpyridin-4-yl)amino]-1H-indazol-6-yl}-5'-methoxy-1'H-spiro[cyclopropan-1,3'-indol]-2'-one